C(CCC)C=1N(C=C(N1)C1CCN(CC1)CCCCC=1N(C2=CC=C(C=C2C1)C#N)C)C1=CC=C(C=C1)OC1=CC=C(C=C1)Cl ((4-(2-butyl-1-(4-(4-chlorophenoxy)phenyl)-1H-imidazol-4-yl)piperidin-1-yl)butyl)-1-methyl-1H-indole-5-carbonitrile